N[C@H](C(=O)O)[C@H](CCCB(O)O)CN (2S,3R)-2-amino-3-(aminomethyl)-6-boronohexanoic acid